FC=1C(=NC=C(C1)C(C(C(F)(F)F)(F)F)(F)F)C=1C(=C(C(=O)N)C=C(C1)[N+](=O)[O-])SC1=NN=NN1CCN1C(CCC1)=O [3-fluoro-5-(1,1,2,2,3,3,3-heptafluoropropyl)-2-pyridyl]-5-nitro-2-[1-[2-(2-oxopyrrolidin-1-yl)ethyl]tetrazol-5-yl]sulfanyl-benzamide